BrCC(=O)C=1C(OC2=CC(=CC=C2C1)N(CC)CC)=O 3-(2-bromoacetyl)-7-diethylamino-2H-chromen-2-one